4-bromo-8,14-dioxa-10,19,20-triazatetracyclo[13.5.2.12,6.018,21]tricosa-1(20),2,4,6(23),15,17,21-heptaen-9-one BrC=1C=C2C3=NNC4=CC=C(OCCCNC(OCC(C1)=C2)=O)C=C34